(S)-2-amino-N-(4,11-diethyl-8-fluoro-4-hydroxy-3,14-dioxo-3,4,12,14-tetrahydro-1H-pyrano[3',4':6,7]indolizino[1,2-b]quinolin-9-yl)acetamide NCC(=O)NC1=CC=2C(=C3C(=NC2C=C1F)C1=CC2=C(C(N1C3)=O)COC([C@]2(O)CC)=O)CC